CC1=CC=CC=2N(N=NC21)CN(CCO)CCO 2,2'-[[(methyl-1H-benzotriazol-1-yl)methyl]imino]-bisethanol